C(=O)(O)C1=C(C(=NC2=CC=CC=C12)C(=O)O)C(=O)O tricarboxylquinoline